1-(3-((3-methoxybenzyl)(4-morpholinobenzyl)amino)benzyl)piperazine-2,5-dione COC=1C=C(CN(C=2C=C(CN3C(CNC(C3)=O)=O)C=CC2)CC2=CC=C(C=C2)N2CCOCC2)C=CC1